NC=1C(=NC=C(C1)Br)NC(C(C)C=1N=C2CCCN(C2=CC1)C(=O)OC(C)(C)C)=O tert-butyl 6-(1-((3-amino-5-bromopyridin-2-yl)amino)-1-oxopropan-2-yl)-3,4-dihydro-1,5-naphthyridine-1(2H)-carboxylate